C[C@@](N)(CS)C(=O)O (S)-ALPHA-METHYLCYSTEINE